CN1C=CC2=CC=C(C=C12)C(=O)N 1-methylindole-6-carboxamide